2,3-Dihydropyrazolo[5,1-b]oxazole-6-carboxylic acid O1C=2N(CC1)N=C(C2)C(=O)O